C1=CN=C2N1C1=CC=CC=C1C=C2C(=O)N imidazo[1,2-a]quinoline-4-carboxamide